tert-butyl N-ethyl-N-[1-[2-methyl-7-[[2-methyl-7-[2-(methylamino)-2-oxo-ethyl]indazol-5-yl]carbamoyl]indazol-4-yl]-4-piperidyl]carbamate C(C)N(C(OC(C)(C)C)=O)C1CCN(CC1)C=1C2=CN(N=C2C(=CC1)C(NC1=CC2=CN(N=C2C(=C1)CC(=O)NC)C)=O)C